FC(CNC1(N=C2N(C=CN=C2C(N1)=O)C1=CC=C(C=C1)OC(F)(F)F)N)(F)F 2-((2,2,2-trifluoroethyl)amino)-8-(4-(trifluoromethoxy)phenyl)pterin